ClC=1C=C(C=CC1F)NC1=NC=NC2=CC(=C(C=C12)NC(C=C)=O)OCCCN1CCC(CC1)N1CCN(CC1)C(CCCCCNC1=C2CN(C(C2=CC=C1)=O)C1C(NC(CC1)=O)=O)=O N-(4-((3-chloro-4-fluorophenyl)amino)-7-(3-(4-(4-(6-((2-(2,6-dioxopiperidin-3-yl)-1-oxoisoindolin-4-yl)amino)hexanoyl)piperazin-1-yl)piperidin-1-yl)propoxy)quinazolin-6-yl)acrylamide